ClC=1C=C2C(=CC1)NC(C21CCN(CC1)CCOC=1C=NC=2N(C(CCC2C1)=O)CC1CC(C1)(C)O)=O 5-chloro-1'-{2-[(7-oxo-8-{[3-hydroxy-3-methylcyclobutyl]methyl}-5,6,7,8-tetrahydro-1,8-naphthyridin-3-yl)oxy]ethyl}-1,2-dihydrospiro[indole-3,4'-piperidin]-2-one